N1=CC=CC2=NC=CC=C12 1,5-Naphthyridine